(4,7-difluoro-1-allyl-2-oxoindolin-3-ylidene)hydrazinodithio-carboxylic acid methyl ester CSC(=S)NN=C1C(N(C2=C(C=CC(=C12)F)F)CC=C)=O